4-oxo-1-(4-(trifluoromethyl)phenyl)-1,4-dihydroquinazolin O=C1N=CN(C2=CC=CC=C12)C1=CC=C(C=C1)C(F)(F)F